CC1(COC(C1)C1=CC=CC=C1)C 3,3-dimethyl-5-phenyl-dihydrofuran